4-[2-(2,6-Dioxopiperidin-3-yl)-1,3-dioxoisoindol-5-yl]piperazine-1-carboxylic acid tert-butyl ester C(C)(C)(C)OC(=O)N1CCN(CC1)C=1C=C2C(N(C(C2=CC1)=O)C1C(NC(CC1)=O)=O)=O